C(C1=CC=CC=C1)OC(=O)N1CCC(CC1)(O)CN1CCN(CC1)C(=O)OC(C)(C)C tert-butyl 4-((1-((benzyloxy)carbonyl)-4-hydroxypiperidin-4-yl)methyl)piperazine-1-carboxylate